tertiary butyl peroxybutyrate C(CCC)(=O)OOC(C)(C)C